C1(CC1)C1=CC=C(C=C1)N1C(N(C2=NC=CC=C21)[C@@H]2CN(CC2)CC=2N(C(=CN2)C(=O)O)C)=O (S)-2-((3-(1-(4-cyclopropylphenyl)-2-oxo-1,2-dihydro-3H-imidazo[4,5-b]pyridin-3-yl)pyrrolidin-1-yl)methyl)-1-methyl-1H-imidazole-5-carboxylic acid